FC(C1=CC=C(C=C1)NC(CC(=O)N)CC)(F)F 3-[4-(trifluoromethyl)phenylamino]-pentanoic acid amide